4-[5-(2-aminoethyl)pyrimidin-2-yl]-3-[(5-tert-butyl-2-methylpyrazol-3-yl)-methoxymethyl]benzonitrile NCCC=1C=NC(=NC1)C1=C(C=C(C#N)C=C1)C(OC)C=1N(N=C(C1)C(C)(C)C)C